spiro[cyclopropane-1,3'-indoline] N1CC2(C3=CC=CC=C13)CC2